FC1CC2=CC=CC(=C2C1)C1=NC=CC=C1C(=O)N 2-fluoro-indan-4-yl-pyridine-3-carboxamide